(2S)-2-[(3S)-1-{[4-amino-2-(difluoromethyl)phenyl]methyl}piperidin-3-yl]propane-1,2-diol NC1=CC(=C(C=C1)CN1C[C@H](CCC1)[C@](CO)(C)O)C(F)F